3-CHLOROTHIOPHENE-4-BORONIC ACID ClC1=CSC=C1B(O)O